C(CC)(=O)OC(C(=O)OC1CCCCC1)(C)C cyclohexyl α-propanoyloxyisobutyrate